O=C1N2C(C3=C(C=CC=C13)NC(=O)NC1=NNC(=C1)C1NCCC1)CCC2 1-(5-OXO-2,3,5,9B-tetrahydro-1h-pyrrolo[2,1-a]isoindol-9-yl)-3-(5-pyrrolidin-2-yl-1h-pyrazol-3-yl)-urea